3,13-octadecadien-1-yl acetate C(C)(=O)OCCC=CCCCCCCCCC=CCCCC